(3,6-dimethoxyfluorenyl)-adamantylamino-dimethylzirconium COC=1C=C(C=2CC3=CC=C(C=C3C2C1)OC)[Zr](C)(C)NC12CC3CC(CC(C1)C3)C2